((4-((S)-2-(4-chloro-2-fluorophenyl)-2-methylbenzo[d][1,3]dioxol-4-yl)piperidin-1-yl)methyl)-3-(((S)-oxetan-2-yl)methyl)-3H-imidazo[4,5-c]pyridine-6-carboxylic acid ClC1=CC(=C(C=C1)[C@@]1(OC2=C(O1)C=CC=C2C2CCN(CC2)CC2=NC1=C(C=NC(=C1)C(=O)O)N2C[C@H]2OCC2)C)F